9-hydroxy-6-(9-diphenylphosphino-1,10-phenanthroline-2-yl)benzofuro[3,2-b]pyridine OC1=CC=C(C2=C1C1=NC=CC=C1O2)C2=NC1=C3N=C(C=CC3=CC=C1C=C2)P(C2=CC=CC=C2)C2=CC=CC=C2